5-(3-fluoro-4-morpholinophenyl)-7-methyl-N-(1,1,1-trifluoropropan-2-yl)pyrazolo[1,5-a]Pyrimidine FC=1C=C(C=CC1N1CCOCC1)C1=NC=2N(C(=C1)C)N(CC2)C(C(F)(F)F)C